C(=O)O.NCCOCCNC(C1=C(C=C(C=C1)NC=1C=2N(C=CN1)C(=CN2)C=2C(=NN(C2)CCN2CCOCC2)C(F)(F)F)CC)=O N-[2-(2-aminoethoxy)ethyl]-2-ethyl-4-[[3-[1-(2-morpholin-4-ylethyl)-3-(trifluoromethyl)pyrazol-4-yl]imidazo[1,2-a]pyrazin-8-yl]amino]benzamide formate